C(C)(C)(C)C1C=C(C=C(C1(O)CCO)C(C)(C)C)OC(CC)=O.C(C)(=S)OC(C1=CC(=C(C(=C1)C(C)(C)C)O)C(C)(C)C)CCCCCCCCCCCCC tridecyl-3,5-di-tert-butyl-4-hydroxybenzyl thioacetate (3,5-di-tert-butyl-4-hydroxyethyl-4-hydroxyphenyl)propionate